[ClH2+] chloronium